CC1=C(N=NN1C1CC(C1)O)[Si](C)(C)C (1r,3r)-3-(5-methyl-4-(trimethylsilyl)-1H-1,2,3-triazol-1-yl)cyclobutan-1-ol